C1=C(C=CC2=CC=CC=C12)CCN1CC(CCC1)C1=NN(C(N1)=O)C=1C=CC=C2C=CC(NC12)=O 8-(3-(1-(2-(naphthalen-2-yl)ethyl)piperidin-3-yl)-5-oxo-4,5-dihydro-1H-1,2,4-triazol-1-yl)quinolin-2(1H)-one